NC=1C(=NC(=CC1Cl)Cl)C(=O)O 3-amino-4,6-dichloropyridine-2-carboxylic acid